ClCC1=NC2=C(N1C[C@H]1OCC1)C=C(C=C2F)C(=O)O (S)-2-(chloromethyl)-4-fluoro-1-(oxetan-2-ylmethyl)-1H-benzo[d]imidazole-6-carboxylic acid